C(C)(C)(C)OC(=O)NC1=C(C=C(C(=O)OC)C=C1)C#N methyl 4-[(tert-butoxycarbonyl)amino]-3-cyanobenzoate